ClC1=CC(=CC=2N(C(=NC21)CC2=C(C=C(C(=C2)F)C2=NC(=CC=C2)OCC=2SC(=CN2)C(F)(F)F)F)C[C@H]2OCC2)C(=O)O (S)-4-chloro-2-(2,5-difluoro-4-(6-((5-(trifluoromethyl)thiazol-2-yl)methoxy)pyridin-2-yl)benzyl)-1-(oxetan-2-ylmethyl)-1H-benzo[d]imidazole-6-carboxylic acid